NC=1C(=CC2=CC=CC(=C2C1)Br)C(=O)O 3-amino-5-bromo-2-naphthoic acid